C(#N)C=1C=C(C(=C(C(=O)O)C1)NC(=O)OCC)C 5-cyano-2-((ethoxycarbonyl)amino)-3-methylbenzoic acid